C(C)(C)(C)OC(=O)N1CC(N(CC1)CC=1N=C2N(C=CC(=C2)Br)C1)=O 4-((7-bromoimidazo[1,2-a]pyridin-2-yl)methyl)-3-oxopiperazine-1-carboxylic acid tert-butyl ester